N-(4-((3-chloro-4-fluorophenyl)amino)-5-(m-tolyl)quinazolin-6-yl)-3-(1-methylpyrrolidin-2-yl)acrylamide ClC=1C=C(C=CC1F)NC1=NC=NC2=CC=C(C(=C12)C=1C=C(C=CC1)C)NC(C=CC1N(CCC1)C)=O